deoxy-thymidine triphosphate CC1=CN(C(=O)NC1=O)[C@H]2C[C@@H]([C@H](O2)COP(=O)(O)OP(=O)(O)OP(=O)(O)O)O